O(S(=O)(=O)C(F)(F)F)C1=NC=2C3=C(C(=CC2C=N1)F)N=NN3C(C)C 4-fluoro-1-isopropyl-1H-[1,2,3]triazolo[4,5-H]quinazolin-8-yl triflate